2-bromo-N-methyl-3-(2-methyl-5-nitrophenyl)-1,6-naphthyridin-7-amine BrC1=NC2=CC(=NC=C2C=C1C1=C(C=CC(=C1)[N+](=O)[O-])C)NC